(R)-1-(2,3-dihydrobenzo[b][1,4]dioxin-6-yl)-N-(1-methylpiperidin-3-yl)pyrido[3,4-d]pyridazin-4-amine O1C2=C(OCC1)C=C(C=C2)C2=C1C(=C(N=N2)N[C@H]2CN(CCC2)C)C=NC=C1